[Ca].N(CCO)(CCO)CCO triethanolamine calcium salt